((4-isopropylphenyl)amino)-9-(trifluoromethyl)-7H-pyrimido[5',4':3,4]cyclopenta[1,2-c]quinolin-7-one C(C)(C)C1=CC=C(C=C1)NC1=C2C3=C(C=NC2=CC=C1)C(C1=C3C=NC(=N1)C(F)(F)F)=O